(2H)-furanon O1C(CC=C1)=O